CN(C(CN1N=CC2=NC=C(C=C21)C2=NC(=CC=C2)C(F)(F)F)=O)C N,N-Dimethyl-2-[6-[6-(trifluoromethyl)-2-pyridyl]pyrazolo[4,3-b]pyridin-1-yl]acetamide